OCC(C)(C)NC1=NC(=C(C(=O)NC2=CC(=CC=C2)S(=O)(=O)C(F)(F)F)C=C1)N1CCC2(CC2)CC1 6-((1-hydroxy-2-methylpropan-2-yl)amino)-2-(6-azaspiro[2.5]octan-6-yl)-N-(3-((trifluoromethyl)sulfonyl)phenyl)nicotinamide